((3aR,4R,6R,6aR)-6-(4-aminopyrrolo[2,1-f][1,2,4]triazin-7-yl)-6-cyano-2,2-dimethyltetrahydrofuro[3,4-d][1,3]dioxol-4-yl)methyl 4-methylbenzoate CC1=CC=C(C(=O)OC[C@H]2O[C@@]([C@@H]3OC(O[C@@H]32)(C)C)(C#N)C3=CC=C2C(=NC=NN23)N)C=C1